mercaptomalonic acid SC(C(=O)O)C(=O)O